FC(C=1C(N(N=CC1)COCC[Si](C)(C)C)=O)(F)F 4-(trifluoromethyl)-2-[[2-(trimethylsilyl)ethoxy]methyl]2,3-dihydropyridazin-3-one